[N+](=O)([O-])C1=CC=C(C=C1)S(=O)(=O)O\N=C(\C1=NC=C(C=C1[S@](=O)CC)C(F)(F)F)/N [(Z)-[amino-[3-[(R)-ethylsulfinyl]-5-(trifluoromethyl)-2-pyridyl]methylene]amino] 4-nitrobenzenesulfonate